C1=C(C=CC2=CC=C(C=C12)OC1=CC=C(N)C=C1)OC1=CC=C(N)C=C1 4,4'-[naphthalene-2,7-diylbis(oxy)]dianiline